ClC=1SC(=CC1CNCC(=O)O)Cl 2-{[(2,5-dichlorothiophen-3-yl)methyl]amino}acetic acid